(E)-3-(4'-(dimethylamino)-[1,1'-biphenyl]-4-yl)-2-(1H-tetrazol-5-yl)acrylonitrile CN(C1=CC=C(C=C1)C1=CC=C(C=C1)/C=C(\C#N)/C1=NN=NN1)C